2,6-diisopropylbromobenzene CC(C)C1=C(C(=CC=C1)C(C)C)Br